C1(CC1)S(=O)(=O)N1C=NN(C1=O)C(=O)N(C(C)C)C1=C(C=C(C=C1)F)F 4-cyclopropylsulfonyl-N-(2,4-difluorophenyl)-N-isopropyl-5-oxo-1,2,4-triazole-1-carboxamide